((acryl)amino)caproic acid C(=O)(C=C)NC(C(=O)O)CCCC